((3-(N-Bocamino)propyl)amino)nitrobenzene C(=O)(OC(C)(C)C)NCCCNC1=C(C=CC=C1)[N+](=O)[O-]